C(C)OC(CN(C(=O)OC(C)(C)C)CC=C)=O N-allyl-N-(tert-Butoxycarbonyl)glycine ethyl ester